Silyl-Sulfinylamine [SiH3]S(=O)N